ClC=1C=C(OC2=NC=CC=C2/C(/C(=O)OC)=C\OC)C=C(C1)Cl methyl (E)-2-[2-(3,5-dichlorophenoxy) pyridin-3-yl]-3-methoxyacrylate